FC=1C=C(C=C(C1OC1=CC=NC2=CC(=C(C=C12)OC)OCCNC)F)NC(=O)C=1C=NC=CC1OC(F)F N-[3,5-difluoro-4-({6-methoxy-7-[2-(methylamino)ethoxy]quinolin-4-yl}oxy)phenyl]-4-(difluoromethoxy)pyridine-3-carboxamide